[1,1':3',1''-terphenyl]-3,3'',5,5''-tetraamine C1(=CC(=CC(=C1)N)N)C1=CC(=CC=C1)C1=CC(=CC(=C1)N)N